1-(difluoromethyl)-1H-indazole-5-carboxylic acid FC(N1N=CC2=CC(=CC=C12)C(=O)O)F